3-((6-hydroxy-4-iodopyridin-3-yl)oxy)-2,2-dimethylpropanenitrile OC1=CC(=C(C=N1)OCC(C#N)(C)C)I